1-(3-pyrrolidin-1-ylpropyl)-1,4-diazepane N1(CCCC1)CCCN1CCNCCC1